FC1=C(C=CC(=C1)C(=O)N1CCCCC1)B(O)O (2-fluoro-4-(piperidine-1-carbonyl)phenyl)boronic acid